Cl.C(C)C=1N(C=2N(C(C1N1CCNCC1)=O)N=C(N2)C2=CC(=NC=C2)OC)CC(=O)NC21CC(C2)(C1)C(F)(F)F 2-[5-ethyl-2-(2-methoxypyridin-4-yl)-7-oxo-6-(piperazin-1-yl)-[1,2,4]triazolo[1,5-a]pyrimidin-4-yl]-N-[3-(trifluoromethyl)bicyclo[1.1.1]pentan-1-yl]acetamide hydrochloride